ClC1=CC=C(N=N1)OC1=NC(=CC(=C1C)CO)C1=CC(=CC(=C1)Cl)Cl (2-((6-chloropyridazin-3-yl)oxy)-6-(3,5-dichlorophenyl)-3-methylpyridin-4-yl)methanol